N[C@H](C(=O)NC1=C(C=C(C=C1)CO)Cl)C (2S)-2-amino-N-[2-chloro-4-(hydroxymethyl)phenyl]propanamide